2-Amino-1-propyl-8-[1-(3-trifluoromethyl-benzyl)-1H-pyrazol-4-yl]-1,7-dihydro-purin-6-one NC=1N(C(C=2NC(=NC2N1)C=1C=NN(C1)CC1=CC(=CC=C1)C(F)(F)F)=O)CCC